C(#N)C=1C=CC(=C(C(=O)OCC)C1)NC1=C(C=C(C=C1)F)C ethyl 5-cyano-2-((4-fluoro-2-methyl-phenyl)amino)-benzoate